C(C)(C)(C)OC(=O)N1CC(C1)N1C(CN(CC1)C(=O)OCC1=CC=CC=C1)=O benzyl 4-(1-(tert-butoxycarbonyl) azetidin-3-yl)-3-oxopiperazine-1-carboxylate